N-(3-((1s,3R)-3-methyl-1-(4-methyl-4H-1,2,4-triazol-3-yl)cyclobutyl)phenyl)-7-(((S)-3-methylpiperidin-1-yl)methyl)-1H-pyrrolo[3,2-b]pyridine-5-carboxamide CC1CC(C1)(C1=NN=CN1C)C=1C=C(C=CC1)NC(=O)C1=CC(=C2C(=N1)C=CN2)CN2C[C@H](CCC2)C